(S)-4-(5-(difluoromethyl)pyrazine-2-yl)-6-(4-(methoxycarbonyl)phenyl)-3,6-dihydropyridine-1(2H)-carboxylic acid benzyl ester C(C1=CC=CC=C1)OC(=O)N1CCC(=C[C@H]1C1=CC=C(C=C1)C(=O)OC)C1=NC=C(N=C1)C(F)F